2-benzyl-2-dimethylamino-1-(4-morpholinylphenyl)butan-1-one C(C1=CC=CC=C1)C(C(=O)C1=CC=C(C=C1)N1CCOCC1)(CC)N(C)C